N=1C=CN=CC(C1)=O [1,4]diazepin-6-one